1-(5-(3,6-dihydro-2H-pyran-4-yl)pyrimidin-2-yl)piperidin O1CCC(=CC1)C=1C=NC(=NC1)N1CCCCC1